ClC1=CC=C2C(=CN(C2=C1F)C=1C=NN(C1)CCC)SC=1C(=C(C(=O)[O-])C=CC1)F 3-((6-chloro-7-fluoro-1-(1-propyl-1H-pyrazol-4-yl)-1H-indol-3-yl) thio)-2-fluorobenzoate